FC=1C=C2C=3C(=NNC(C3C1)=O)C(C(N2)C2=CC=C(C=C2)F)N2C(NC1(C2=O)CCCC1)=O 5-fluoro-8-(4-fluorophenyl)-9-(1,3-diazaspiro[4.4]nonane-2,4-dione-3-yl)-8,9-dihydro-2H-pyrido[4,3,2-de]phthalazin-3(7H)-one